5-[2-(5-fluoro-2-oxospiro[indoline-3,4'-piperidin]-1'-yl)ethoxy]-1-(3-hydroxy-3-methylcyclobutyl)-7-(trifluoromethyl)-1,3-dihydro-2H-1,3-benzimidazol-2-one FC=1C=C2C(=CC1)NC(C21CCN(CC1)CCOC1=CC2=C(N(C(N2)=O)C2CC(C2)(C)O)C(=C1)C(F)(F)F)=O